O1[C@H](CCC2=CC=CC=C12)C(=O)OC methyl (R)-chromane-2-carboxylate